((2,6-dioxo-4-phenylcyclohexylidene)methyl)phenylalanine O=C1C(C(CC(C1)C1=CC=CC=C1)=O)=CN[C@@H](CC1=CC=CC=C1)C(=O)O